C(#N)C1=CC=CC=2C=3C=CC=C(N([C@@H]4CN([C@H](C(N(CCCNC12)C)=O)C4)C(=O)OC(C)(C)C)C(=O)OC(C)(C)C)N3 ditert-butyl (14S,17S)-6-cyano-12-methyl-13-oxo-8,12,15,18,23-pentazatetracyclo[17.3.1.114,17.02,7]tetracosa-1(23),2(7),3,5,19,21-hexaene-15,18-dicarboxylate